N1CC(C1)NC(C1=C(C=NC=C1)NC1=C(C=C(C=C1)I)F)=O N-(azetidin-3-yl)-3-((2-fluoro-4-iodophenyl)amino)isonicotinamide